[Si](C)(C)(C(C)(C)C)OC[C@H]1[C@H]([C@@H]2[C@H](N1C(=O)OC)CCC2)NCC2=CC=C(C=C2)OC Methyl (2R,3S,3aR,6aR)-2-(((tert-butyldimethylsilyl)oxy)methyl)-3-((4-methoxybenzyl)amino)hexahydrocyclopenta[b]pyrrole-1(2H)-carboxylate